2-amino-2-(3-(trifluoromethoxy)phenyl)acetic acid NC(C(=O)O)C1=CC(=CC=C1)OC(F)(F)F